COC1=C(C=CC(=C1)C)C1=C2C(=C(N=N1)O)CCC2 4-(2-Methoxy-4-methylphenyl)-6,7-dihydro-5H-cyclopenta[d]pyridazin-1-ol